(3S,4R)-4-fluoro-4-methyl-1-[(5S)-5-(2',3,5,6'-tetrafluoro[1,1'-biphenyl]-2-yl)-4,5-dihydro-1,2-oxazol-3-yl]pyrrolidin F[C@@]1(CCN(C1)C1=NO[C@@H](C1)C1=C(C=C(C=C1F)F)C1=C(C=CC=C1F)F)C